2,5,7,8-tetramethyl-3,4-dihydrochromen-6-ol CC1OC2=C(C(=C(C(=C2CC1)C)O)C)C